tert-butyl N-[3-[[3-[3-(tert-butoxycarbonylamino)propylcarbamoyl]-5-[2-[3-(dimethylamino)propylamino]-2-oxo-ethyl]benzoyl]amino]propyl]carbamate C(C)(C)(C)OC(=O)NCCCNC(=O)C=1C=C(C(=O)NCCCNC(OC(C)(C)C)=O)C=C(C1)CC(=O)NCCCN(C)C